OC1(CCN(CC1)C1=NC=2N(C=C1)N=CC2C(=O)OCC)C Ethyl 5-(4-hydroxy-4-methyl-1-piperidyl)pyrazolo[1,5-a]pyrimidine-3-carboxylate